CN1C2C(CC1)CCC2OC=2C=C1CN(C(C1=CC2)=O)C2C(NC(CC2)=O)=O 3-(5-((1-methyl-octahydrocyclopenta[b]pyrrol-6-yl)oxy)-1-oxo-isoindolin-2-yl)piperidine-2,6-dione